CC(NC(CCCCCCC\C=C/CCCCCCCC)=O)(C(=O)O)C Dimethyloleoyl-Glycine